COC=1C=C2C(=NC(=NC2=CC1OC)C)NC(C)C1=CC=C(S1)C1=CC(=NC=C1)O 4-(5-{1-[(6,7-dimethoxy-2-methylquinazolin-4-yl)amino]ethyl}-2-thienyl)pyridin-2-ol